C(C)(C)(C)NC(=O)[C@H]1NCC2=CC=CC=C2C1 (S)-N-tertiary butyl-1,2,3,4-tetrahydroisoquinoline-3-formamide